N1(CCNCC1)C1=CC(=NC=C1)NC=1SC2=C(N1)C=CC(=C2)C=2C=NNC2 N-(4-(piperazin-1-yl)-pyridin-2-yl)-6-(1H-pyrazol-4-yl)benzo[d]-thiazol-2-amine